C(C)OC(=O)C=1NC2=CC=CC=C2C1I 3-iodo-1H-indole-2-carboxylic acid ethyl ester